N1,N3-di([1,1'-biphenyl]-4-yl)-5-(9,9-dimethyl-9H-fluoren-2-yl)-N1,N3-bis(3,5-dimethyl-phenyl)benzene-1,3-diamine C1(=CC=C(C=C1)N(C1=CC(=CC(=C1)C1=CC=2C(C3=CC=CC=C3C2C=C1)(C)C)N(C1=CC(=CC(=C1)C)C)C1=CC=C(C=C1)C1=CC=CC=C1)C1=CC(=CC(=C1)C)C)C1=CC=CC=C1